CN1N=C(C(=C1)NC1=NC2=CC(=CC=C2C=N1)N1C2CCC(C1=O)C2)C(F)(F)F 2-(2-{[1-methyl-3-(trifluoromethyl)-1H-pyrazol-4-yl]amino}quinazolin-7-yl)-2-azabicyclo[2.2.1]heptan-3-one